COC(C1=CC(=C(C=C1)C=1N(C2=NC=NC(=C2N1)OC1(CC1)C)CC1=CC=CC=C1)Cl)=O.C1(=CC=CC=C1)NC(C=C)=O N-phenyl-acrylamide methyl-4-(9-benzyl-6-(1-methylcyclopropoxy)-9H-purin-8-yl)-3-chlorobenzoate